C(C1=CC=CC=C1)OC1=CC(=NN1C(C)C)N 5-(benzyloxy)-1-(propan-2-yl)-1H-pyrazol-3-ylamine